C(C1=CC=CC=C1)(=O)NC(CCOCCOCCOCCOCCOCCNCC=1C=NC(=CC1)OCC=1C(=C(C=CC1)C1=CC=CC=C1)C)=O N-benzoyl-1-(6-((2-methyl-[1,1'-biphenyl]-3-yl)methoxy)pyridin-3-yl)-5,8,11,14,17-pentaoxa-2-azaicosan-20-amide